bis(N-ethoxy-2,2-dimethylpropionamido)tin C(C)ON(C(C(C)(C)C)=O)[Sn]N(C(C(C)(C)C)=O)OCC